phenyl-bis(2,4,6-trimethylbenzyl)phosphine oxide C1(=CC=CC=C1)P(CC1=C(C=C(C=C1C)C)C)(CC1=C(C=C(C=C1C)C)C)=O